3-(5-(((1R,2S)-2-(2-oxa-6-azaspiro[3.3]heptan-6-yl)cycloheptyl)oxy)-1-oxoisoindolin-2-yl)piperidine-2,6-dione C1OCC12CN(C2)[C@@H]2[C@@H](CCCCC2)OC=2C=C1CN(C(C1=CC2)=O)C2C(NC(CC2)=O)=O